O1C(=NC2=C1C=CC=C2)C2=C(C(N(C(=N2)N(C(C2=CC(=CC=C2)C2=NN=NN2)C2=CC=CC=C2)C)C)=O)O 6-(1,3-Benzoxazol-2-yl)-5-hydroxy-3-methyl-2-[methyl({phenyl[3-(1H-1,2,3,4-tetrazol-5-yl)phenyl]methyl})amino]-3,4-dihydropyrimidin-4-one